(6-bromo-5-methyl-pyridazin-3-yl)methanol BrC1=C(C=C(N=N1)CO)C